COC(=O)C1=NC(=NC=C1Cl)SC 5-chloro-2-(methylthio)pyrimidine-4-carboxylic acid methyl ester